CN1N=CC=2C(=NC=CC21)C(C)(C)NC(CC2N(CCCC2)C)=O N-(2-(1-methyl-1H-pyrazolo[4,3-c]pyridin-4-yl)propan-2-yl)-2-(1-methylpiperidin-2-yl)acetamide